C1(CC1)C1=C(C=C(C(=C1)CN1CCC2(CC(NC2)=O)CC1)OCC)C1=CC=C(C=C1)F 8-((2-cyclopropyl-5-ethoxy-4'-fluoro-[1,1'-biphenyl]-4-yl)methyl)-2,8-diazaspiro[4.5]decan-3-one